tert-butyl 4-{1-[({[4-(2-ethoxy-2-oxoethyl)-1,3-thiazol-2-yl] methyl}carbamoyl)methyl]-5'-fluoro-1'-methyl-[4,6'-biindazol]-3-yl}piperidine-1-carboxylate C(C)OC(CC=1N=C(SC1)CNC(=O)CN1N=C(C=2C(=CC=CC12)C1=C(C=C2C=NN(C2=C1)C)F)C1CCN(CC1)C(=O)OC(C)(C)C)=O